(Z)-3-(1-(4-amino-2-fluoro-but-2-en-1-yl)-6-(trifluoromethyl)-1H-benzo[d]imidazol-4-yl)-N-methylbenzenesulfonamide NC\C=C(\CN1C=NC2=C1C=C(C=C2C=2C=C(C=CC2)S(=O)(=O)NC)C(F)(F)F)/F